5-(3-((cyclopropylamino)methyl)-3-fluoropyrrolidin-1-yl)-N-(2,8-dimethylimidazo[1,2-a]pyrazin-6-yl)pyrazine-2-carboxamide C1(CC1)NCC1(CN(CC1)C=1N=CC(=NC1)C(=O)NC=1N=C(C=2N(C1)C=C(N2)C)C)F